7-isopropylthieno[2,3-d]pyridazin-4(5H)-one C(C)(C)C1=NNC(C2=C1SC=C2)=O